[4-({[5-benzyloxy-1-(3-carbamimidoyl-benzyl)-1h-indole-2-carbonyl]amino}methyl)-phenyl]-trimethyl-ammonium C(C1=CC=CC=C1)OC=1C=C2C=C(N(C2=CC1)CC1=CC(=CC=C1)C(N)=N)C(=O)NCC1=CC=C(C=C1)[N+](C)(C)C